ClC1=CNC2=C(C=CC(=C12)Cl)NS(=O)(=O)C=1C=C2C(N(C(N(C2=CC1)C)=O)C)=O N-(3,4-dichloro-1H-indol-7-yl)-1,3-dimethyl-2,4-dioxo-1,2,3,4-tetrahydroquinazoline-6-sulfonamide